C(C)OC1=NC=CC=C1C1=NC(=C(C=C1)OC1CC2(CN(C2)C2=C(C=C(C=C2)F)C(F)(F)F)CC1)C(=O)NC1CN(C1)C 2'-ethoxy-5-((2-(4-fluoro-2-(trifluoromethyl)phenyl)-2-azaspiro[3.4]octan-6-yl)oxy)-N-(1-methylazetidin-3-yl)-[2,3'-bipyridine]-6-carboxamide